CC=1C(=C(C=C(C1)O)O)C1=C(C=CC=C1)CCC 5-Methyl-4-(2-propylphenyl)benzene-1,3-diol